4-(4-chloro-1-methyl-1H-imidazol-2-yl)benzonitrile ClC=1N=C(N(C1)C)C1=CC=C(C#N)C=C1